C(C)(C)(C)OC(NCC1=C(C=CC(=C1)F)COC1=C(C(N(C(=C1)C)C1=C(C=CC=C1F)F)=O)Cl)=O 2-((3-chloro-1-(2,6-difluorophenyl)-1,2-dihydro-6-methyl-2-oxopyridin-4-yloxy)methyl)-5-fluorobenzylcarbamic acid tert-butyl ester